C(C)(C)(C)OC(=O)N1CC2=CC=CC(=C2CC1)F 5-fluoro-3,4-dihydroisoquinoline-2(1H)-carboxylic acid tert-butyl ester